N1-((ethylimino)methylene)-N3,N3-dimethylpropane-1,3-diamine C(C)N=C=NCCCN(C)C